C(C=C)(=O)N1CC(CC1)C=1C=C(N2C=NC=CC21)C2=CC=C(C(=O)NC1=CC(=CC=C1)C(F)(F)F)C=C2 4-(5-(1-acryloyl-pyrrolidin-3-yl)pyrrolo[1,2-c]pyrimidin-7-yl)-N-(3-(trifluoromethyl)phenyl)benzamide